CC1=CC=C2C=CC=NC2=C1S(=O)(=O)NC1=C(C=C(C=C1)C(C)C)C#CC=1C=CC(=NC1)C(=O)O 5-{2-[2-(7-methylquinoline-8-sulfonamido)-5-(propan-2-yl)phenyl]ethynyl}pyridine-2-carboxylic acid